1-isobutyl-4-(isobutylsulfonyl)piperazin C(C(C)C)N1CCN(CC1)S(=O)(=O)CC(C)C